3-(5-(((2-(2-Isopropylphenyl)-5-methoxypyrimidin-4-yl)amino)methyl)-1-oxoisoindolin-2-yl)piperidine-2,6-dione C(C)(C)C1=C(C=CC=C1)C1=NC=C(C(=N1)NCC=1C=C2CN(C(C2=CC1)=O)C1C(NC(CC1)=O)=O)OC